trans-N-{4-[(2S)-2,3-dihydro-1,4-benzodioxin-2-yl]benzyl}-4-methylcyclohexylamine O1[C@H](COC2=C1C=CC=C2)C2=CC=C(CN[C@@H]1CC[C@H](CC1)C)C=C2